(7-fluoro-1,2,3,4-tetrahydroisoquinoline-2-carbonyl)-6-methyl-N-(1-methylcyclopropyl)furo[2,3-d]pyrimidin-4-amine FC1=CC=C2CCN(CC2=C1)C(=O)C=1N=C(C2=C(N1)OC(=C2)C)NC2(CC2)C